CC1=C(C=CC=C1)C(C(=O)N)(C)Cl (2-methylphenyl)-2-chloropropionamide